N(C1=CC=CC=C1)CCS(=O)(=O)N 2-anilinoethyl-sulfonamide